FC1(CCC2=C1N=C(N=C2C2=CC1=C(CNCCS1(=O)=O)C=C2)N2[C@H]([C@@H](C2)O)C)F 8-(7,7-difluoro-2-((2S,3R)-3-hydroxy-2-methylazetidin-1-yl)-6,7-dihydro-5H-cyclopenta[d]pyrimidin-4-yl)-2,3,4,5-tetrahydrobenzo[f][1,4]thiazepine 1,1-dioxide